C1(CC1)C=1N=CN(C1)C=1C(=CC(=C(C(=O)NC2=NC(=CC=C2)N2N=NC3=C2CCCC3)C1)F)C 5-(4-cyclopropyl-1H-imidazol-1-yl)-2-fluoro-4-methyl-N-(6-(4,5,6,7-tetrahydro-1H-benzo[d][1,2,3]triazol-1-yl)pyridin-2-yl)benzamide